CC(CCOC=1C=C(C=C(C1)F)B(O)O)(C)C (3-(3,3-dimethylbutoxy)-5-fluorophenyl)boronic acid